[C@H]12OC[C@H](N(C1)C(=O)C1=C(C(=CC=C1F)Br)F)C2 ((1R,4R)-2-oxa-5-azabicyclo[2.2.1]heptan-5-yl)(3-bromo-2,6-difluorophenyl)methanone